N-((5-(5-amino-6-methylpyridin-2-yl)-3-methylisoxazol-4-yl)methyl)-4-(thiophen-2-yl)pyrimidin-2-amine NC=1C=CC(=NC1C)C1=C(C(=NO1)C)CNC1=NC=CC(=N1)C=1SC=CC1